FC(OC1=CC=C(C=C1)C(C=CC1=C(C(=C(C(=C1)C)C(=O)O)C)OC(C)C)=O)(F)F 1-[4-trifluoromethyloxyphenyl]-3-[3,5-dimethyl-4-carboxydimethylmethyl-oxyphenyl]prop-2-en-1-one